3-(1,3-Dioxoisoindolin-2-yl)-N-(isoquinolin-6-yl)-2-(4-methyl-2-oxopyridin-1(2H)-yl)propanamide O=C1N(C(C2=CC=CC=C12)=O)CC(C(=O)NC=1C=C2C=CN=CC2=CC1)N1C(C=C(C=C1)C)=O